C1(=CC=CC=C1)C1=CC=CC(=N1)C=1C(=C(C(=C(C1N1C2=C(C=3C=CC=CC13)C=NC=C2)N2C1=C(C=3C=CC=CC23)C=NC=C1)C1=CC=NC=C1)N1C2=C(C=3C=CC=CC13)C=NC=C2)N2C1=C(C=3C=CC=CC23)C=NC=C1 5,5',5'',5'''-(3-(6-phenylpyridin-2-yl)-6-(pyridin-4-yl)benzene-1,2,4,5-tetrayl)tetrakis(5H-pyrido[4,3-b]indole)